3-[2-(1-ethyl-4,6-difluoro-2-methyl-1,3-benzodiazol-5-yl)ethynyl]-1-[(3S,5R)-5-(methoxymethyl)-1-(prop-2-enoyl)pyrrolidin-3-yl]-5-(methylamino)pyrazole-4-carboxamide C(C)N1C(=NC2=C1C=C(C(=C2F)C#CC2=NN(C(=C2C(=O)N)NC)[C@@H]2CN([C@H](C2)COC)C(C=C)=O)F)C